ClC1=CC=C(C=C1)C(C)=NN=C1SC(C(N1)=O)CC(=O)NC1C2SC(C(N2C1=O)C(=O)O)(C)C 6-(2-(2-((1-(4-chlorophenyl)ethylidene)hydrazineylidene)-4-oxothiazolidin-5-yl)acetamido)-3,3-dimethyl-7-oxo-4-thia-1-azabicyclo[3.2.0]heptane-2-carboxylic acid